4-phosphocytidine P(=O)(O)(O)C1(NC(N([C@H]2[C@H](O)[C@H](O)[C@@H](CO)O2)C=C1)=O)N